COC(NC1=CC=C2C3=CNC([C@H](C\C=C/CCNC(C2=C1)=O)NC(\C=C\C1=C(C=CC(=C1)Cl)N1N=NN=C1)=O)=N3)=O {(Z)-(S)-15-[(E)-3-(5-Chloro-2-tetrazol-1-yl-phenyl)-acryloylamino]-8-oxo-9,17,19-triaza-tricyclo[14.2.1.02,7]nonadeca-1(18),2,4,6,12,16(19)-hexaen-5-yl}-carbamic Acid methyl ester